[Si](C)(C)(C(C)(C)C)OCC1=C(C(=CC(=C1)NC1=NC=C(C(=N1)N[C@H]1[C@@H](CCC1)C#N)C)Cl)B(O)O [2-[[tert-butyl(dimethyl)silyl]oxymethyl]-6-chloro-4-[[4-[(trans)-(2-cyanocyclopentyl)amino]-5-methyl-pyrimidin-2-yl]amino]phenyl]boronic acid